C(C)(C)(C)OC(=O)N1CC2(C1)CC=CC2 2-azaspiro[3.4]Oct-6-ene-2-carboxylic acid tert-butyl ester